CC1=NC2=CC=CC=C2C(=N1)NC(C)C1=NC(=CC=C1)C 2-methyl-4-((1-(6-methylpyridin-2-yl)ethyl)amino)quinazoline